CC1=NN=C2N1C(C1=C(N2CCCCC)C=CN1)=O 3-methyl-9-pentyl-6,9-dihydro-5H-pyrrolo[3,2-d][1,2,4]Triazolo[4,3-a]Pyrimidin-5-one